Z-butene-1,4-diol C(=C/CCO)/O